2-Nitro-5-nitrooxymethyl-furan [N+](=O)([O-])C=1OC(=CC1)CO[N+](=O)[O-]